3-bromo-4,5-dihydroisoxazole-5-carboxylic acid ethyl ester C(C)OC(=O)C1CC(=NO1)Br